NC=1C=NN(C1)C1CCN(CC1)CC1CCC2(CCN(CC2)C(=O)OC(C)(C)C)CC1 tert-butyl 9-[[4-(4-aminopyrazol-1-yl)-1-piperidyl] methyl]-3-azaspiro[5.5]undecane-3-carboxylate